C(\C=C\C(=O)O)(=O)O (E)-Butenedioic acid